methyl-(diphenyltriphenylenyl)(pyridinyl)phenyltriazine CC1=C(C=CC=C1)C1=NN=NC(=C1C1=NC=CC=C1)C1=C(C(=CC=2C3=CC=CC=C3C3=CC=CC=C3C12)C1=CC=CC=C1)C1=CC=CC=C1